3-(2-fluoro-5-(6-oxo-4-(trifluoromethyl)-1,6-dihydropyridine-3-carboxamido)-4-((3S,5R)-3,4,5-trimethylpiperazin-1-yl)phenyl)-2,5-dihydro-1H-pyrrole-1-carboxylic acid tert-butyl ester C(C)(C)(C)OC(=O)N1CC(=CC1)C1=C(C=C(C(=C1)NC(=O)C1=CNC(C=C1C(F)(F)F)=O)N1C[C@@H](N([C@@H](C1)C)C)C)F